tert-butyl (S)-1-(((R)-tert-butylsulfinyl)amino)-6-(fluoromethyl)-1,3-dihydrospiro[indene-2,4'-piperidine]-1'-carboxylate C(C)(C)(C)[S@@](=O)N[C@@H]1C2=CC(=CC=C2CC12CCN(CC2)C(=O)OC(C)(C)C)CF